C(=O)O.C[C@H]1CN(CCN1)C1=CC=CC(=N1)C=1C=NN2C1C=CC=C2 (S)-3-(6-(3-methylpiperazin-1-yl)pyridin-2-yl)pyrazolo[1,5-a]pyridine formate